methyl (S)-2-((4-(6-((4-cyano-2-fluorobenzyl) oxy) pyridin-2-yl)-5,6-dihydro-1,2,4-triazin-1(4H)-yl) methyl)-4-methoxy-1-(oxetan-2-ylmethyl)-1H-benzo[d]imidazole-6-carboxylate C(#N)C1=CC(=C(COC2=CC=CC(=N2)N2C=NN(CC2)CC2=NC3=C(N2C[C@H]2OCC2)C=C(C=C3OC)C(=O)OC)C=C1)F